[Ru](=O)(=O)(=O)[O-].[K+] Kalium perruthenat